Tert-Butyl 4-hydroxy-4-(5-methyl-1,3-benzoxazol-2-yl)piperidine-1-carboxylate OC1(CCN(CC1)C(=O)OC(C)(C)C)C=1OC2=C(N1)C=C(C=C2)C